C(C)(C)(C)C1=NOC(=C1)C[C@@H]1[C@@H]([C@H]([C@H]([C@H](O1)CO)O)N1N=NC(=C1)C1=C(C(=C(C=C1)C)F)F)OC (2R,3R,4S,5R,6R)-6-((3-(tert-butyl)isoxazol-5-yl)methyl)-4-(4-(2,3-difluoro-4-methylphenyl)-1H-1,2,3-triazol-1-yl)-2-(hydroxymethyl)-5-methoxytetrahydro-2H-pyran-3-ol